(E)-octan-6-one CCCCCC(CC)=O